iso-Pentyl-3-methyl-2-oxo-6-(pyridin-3-yl)-2,3-dihydro-1H-imidazo[4,5-b]pyridine-1-carboxamide C(CC(C)C)C1=C(C=C2C(=N1)N(C(N2C(=O)N)=O)C)C=2C=NC=CC2